COC(C1=CC=C2C3(CC(NC2=N1)C3)N(C3COCC3)C)OC 7-(dimethoxymethyl)-4-(N-methyl-N-(tetrahydrofuran-3-yl)amino)-1,2,3,4-tetrahydro-2,4-methylene-1,8-naphthyridine